Cl.ClC=1C=C(C=CC1C#N)OC1CCC(CC1)C(=O)NC=1N=NC(=CC1)C1CCNCC1 (1r,4r)-4-[(3-chloro-4-cyanophenyl)oxy]-N-[6-(hexahydropyridin-4-yl)-1,2-diazin-3-yl](1r,4r)-cyclohexanecarboxamide hydrochloride